NC[C@@H](O)C=1C(=NC(=NC1)C1=C(C=C(C#N)C=C1)OC=1N(N=C(C1)C1=NC=CC=C1)C)OC 4-[5-[(1S)-2-amino-1-hydroxyethyl]-4-methoxypyrimidin-2-yl]-3-(2-methyl-5-pyridin-2-ylpyrazol-3-yl)oxybenzonitrile